C(C)(=O)N1[C@H]([C@@H]([C@H](C2=CC(=CC=C12)C#N)NC1=NC=C(C(=N1)C)OC)C)C1CC1 (2S,3R,4R)-1-acetyl-2-cyclopropyl-4-((5-methoxy-4-methylpyrimidin-2-yl)amino)-3-methyl-1,2,3,4-tetrahydroquinoline-6-carbonitrile